FC(OC1=CC=C(C=C1)C1=NC=C2C=CC=NC2=C1)(F)F 7-(4-(trifluoromethoxy)phenyl)-1,6-naphthyridine